N-{6-[(5-bromo-2-{[2-methoxy-5-(1-methylpyrazol-4-yl)-4-(piperazin-1-yl)phenyl]amino}pyrimidin-4-yl)amino]quinoxalin-5-yl}methanesulfonamide BrC=1C(=NC(=NC1)NC1=C(C=C(C(=C1)C=1C=NN(C1)C)N1CCNCC1)OC)NC=1C(=C2N=CC=NC2=CC1)NS(=O)(=O)C